FC=1C=C(C=CC1)C1=NOC(=N1)C(=O)N 3-(3-fluorophenyl)-1,2,4-oxadiazole-5-carboxamide